ClC1C2C=CC(C(C1=O)Cl)O2 2,4-dichloro-8-oxabicyclo[3.2.1]oct-6-en-3-one